C[C@H]1N(CCNC1)C(C([2H])([2H])[2H])C([2H])([2H])[2H] (R)-2-methyl-1-(propan-2-yl-1,1,1,3,3,3-d6)piperazine